(2R or S)-1-{3-[(1R)-1-aminoethyl]-2-fluorophenyl}-1,1-difluoro-2-methylbutan-2-ol N[C@H](C)C=1C(=C(C=CC1)C([C@@](CC)(O)C)(F)F)F |o1:10|